(2-((4-(Methylsulfonyl)phenyl)amino)-4-(pyridin-4-yl)thiazol-5-yl)methanol CS(=O)(=O)C1=CC=C(C=C1)NC=1SC(=C(N1)C1=CC=NC=C1)CO